C123CCCN1COCC3CCC2 7-oxa-5-azatricyclo[7.3.0.01,5]dodecane